3-chloro-5-[2-(cyclopropylmethylamino)-5-ethylsulfonylphenyl]-1-methyl-pyridine-2-one ClC=1C(N(C=C(C1)C1=C(C=CC(=C1)S(=O)(=O)CC)NCC1CC1)C)=O